tert-butyl 6,6-difluoro-3-[methyl(6-{4-[(1E)-1-(oxan-2-ylamino)prop-1-en-2-yl]-1,3-benzothiazol-7-yl}pyridazin-3-yl)amino]-8-azabicyclo[3.2.1]octane-8-carboxylate FC1(C2CC(CC(C1)N2C(=O)OC(C)(C)C)N(C=2N=NC(=CC2)C2=CC=C(C=1N=CSC12)/C(=C/NC1OCCCC1)/C)C)F